COC(=O)F.C1(CC1)C1=NC=C(C(=N1)O[C@H]1C(CCC1)(F)F)C(=O)N[C@@H](C)\C=C\S(=O)(=O)C 2-cyclopropyl-4-(((R)-2,2-difluorocyclopentyl)oxy)-N-((S,E)-4-(methylsulfonyl)but-3-en-2-yl)pyrimidine-5-carboxamide Methyl-fluoroformate